C(C(O)CO)OC=1C(=O)O[C@@H](C1O)[C@@H](O)CO 2-O-Glyceryl-Ascorbic Acid